[C@@H]1([C@H](O)[C@H](OP(=O)(O)OC[C@@H]2[C@H]([C@H]([C@@H](O2)N2C=NC=3C(N)=NC=NC23)O)OP(=O)(O)O)[C@@H](CO)O1)N1C=NC=2C(N)=NC=NC12 adenylyl-(3'→5')-3'-adenylic acid